(7S)-3-[(1S,3R)-3-[[4-(oxetan-3-yloxy)-5-(trifluoromethyl)pyrimidin-2-yl]amino]cyclohexyl]-5,6,7,8-tetrahydro-[1,2,4]triazolo[4,3-a]pyridine-7-carbonitrile O1CC(C1)OC1=NC(=NC=C1C(F)(F)F)N[C@H]1C[C@H](CCC1)C1=NN=C2N1CC[C@@H](C2)C#N